C(C)N(C1=CC=C(C=CC=2C3=CC=CC=C3C=C3C=CC=CC23)C=C1)CC 9-(4-diethylaminostyryl)anthracene